NC1=C(C(=O)NC(C)C)C=C(C=N1)C1=C(C=C(C(=C1)F)NC(C(O)C1=CC(=CC(=C1)F)F)=O)C 2-amino-5-(4-(2-(3,5-difluorophenyl)-2-hydroxyacetamido)-5-fluoro-2-methylphenyl)-N-isopropylnicotinamide